C1(CCCCCC1)NC1=C(C(=C2C(=NC=NC2=C1F)N)F)F N7-cycloheptyl-5,6,8-trifluoroquinazoline-4,7-diamine